4,6-Bis(3-methoxyphenyl)-2-methoxy-1,3,5-triazine COC=1C=C(C=CC1)C1=NC(=NC(=N1)C1=CC(=CC=C1)OC)OC